(2R,5S)-5-(4-chlorobenzyl)-2-((methylsulfinyl)methyl)-4-(piperidin-4-yl)-morpholine 2,2,2-trifluoroacetate FC(C(=O)O)(F)F.ClC1=CC=C(C[C@H]2CO[C@H](CN2C2CCNCC2)CS(=O)C)C=C1